3-[[(3R,4R)-4-[4-Chloro-2-(5-fluoro-2-pyridyl)-1H-imidazol-5-yl]-3-methyl-1-piperidyl]sulfonyl]-N-[(3R)-tetrahydrofuran-3-yl]propenamide ClC=1N=C(NC1[C@H]1[C@H](CN(CC1)S(=O)(=O)C=CC(=O)N[C@H]1COCC1)C)C1=NC=C(C=C1)F